6-amino-4-ethynyl-1H-pyrrolo[2,3-b]pyridine-5-carboxamide NC1=C(C(=C2C(=N1)NC=C2)C#C)C(=O)N